C(#N)C1=CNC2=C(C=CC(=C12)C)NS(=O)(=O)C=1N=C(N(C1)CC(=O)NC1CC1)CC 2-(4-(N-(3-cyano-4-methyl-1H-indol-7-yl)sulfamoyl)-2-ethyl-1H-imidazol-1-yl)-N-cyclopropylacetamide